5-amino-3',6'-dihydro-2'H-[2,4'-bipyridine]-1',6-dicarboxylic acid 1'-tert-butyl 6-methyl ester COC(=O)C1=C(C=CC(=N1)C=1CCN(CC1)C(=O)OC(C)(C)C)N